C(C)(C)(C)OC(CCN1CC2=C(C=C(C=C2CC1)C=1C=C2C(=NC1)N(C=C2C2=CC=C(C=C2)C(N(C)C)=O)S(=O)(=O)C2=CC=C(C)C=C2)C)=O 3-(6-(3-(4-(dimethylcarbamoyl)phenyl)-1-tosyl-1H-pyrrolo[2,3-b]pyridin-5-yl)-8-methyl-3,4-dihydroisoquinolin-2(1H)-yl)propanoic acid tert-butyl ester